Cl.C12CNCC(CC1)N2 3,8-diazabicyclo[3.2.1]octane hydrochloride